ClC1=C2OC=3C=CC=C(C[C@@H]4N(C(NCC(N=C1)=C2)=O)C[C@@H]([C@@H]4NS(=O)(=O)C)F)C3F N-[(15aS,16R,17S)-7-chloro-17,20-difluoro-1-oxo-2,3,15a,16,17,18-hexahydro-1H,15H-4,8:14,10-di(metheno)pyrrolo[1,2-j][1,5,8,10]oxatriazacycloheptadecin-16-yl]methanesulfonamide